C(=CC)C=1C=C(C=CC1O)C1=C(C(=CC(=C1)C=CC)NC([C@H](CCCCN)N)=O)O 3',5-Dipropenyl-3-[(S)-2,6-diamino-1-hexanoyl]amino-2,4'-dihydroxy-1,1'-biphenyl